C1(=CC=C(C=C1)NC1=C(C(=O)O)C=C(C(=C1)C(=O)O)NC1=CC=C(C=C1)C)C 2,5-di-p-toluidinoterephthalic acid